CN1C(=NC2=C(C1=O)N=C(N=C2C2=C(C=C(C(=C2)F)F)F)N2C[C@H](OC1(CC1)C2)C=2C=NN(C2)C)C(F)(F)F (R)-3-methyl-6-(5-(1-methyl-1H-pyrazol-4-yl)-4-oxa-7-azaspiro[2.5]octan-7-yl)-2-(trifluoromethyl)-8-(2,4,5-trifluorophenyl)pyrimido[5,4-d]pyrimidin-4(3H)-one